CC1(NC(CC(C1)NCCCCCCNC1CC(NC(C1)(C)C)(C)C)(C)C)C N,N'-bis(2,2,6,6-tetramethyl-4-piperidinyl)-hexamethylenediamine